4-Dimethylamino-3',4'-dihydroxybenzophenone CN(C1=CC=C(C(=O)C2=CC(=C(C=C2)O)O)C=C1)C